3-(2-methoxyphenyl)isonicotinonitrile COC1=C(C=CC=C1)C1=C(C#N)C=CN=C1